[Sn]=[Se].[Cd] cadmium-tin selenide